tert-butyl 2-(3-((benzyloxy)carbonyl)-3,8-diazabicyclo[3.2.1]octan-8-yl)-7,7-difluoro-6,7-dihydrothiazolo[5,4-c]pyridine-5(4H)-carboxylate C(C1=CC=CC=C1)OC(=O)N1CC2CCC(C1)N2C=2SC=1CN(CC(C1N2)(F)F)C(=O)OC(C)(C)C